1,3-propanediol dipalmitate C(CCCCCCCCCCCCCCC)(=O)OCCCOC(CCCCCCCCCCCCCCC)=O